tert-butyl 4-(3,5-difluoro-2-(trifluoromethyl)phenyl)-5,6-dihydropyridine-1(2H)-carboxylate FC=1C(=C(C=C(C1)F)C1=CCN(CC1)C(=O)OC(C)(C)C)C(F)(F)F